BrC1=NNC=C1C 3-bromo-4-methyl-1H-pyrazole